C1(CC1)C1=NN(C=N1)C1CC2(CN(C2)C(=O)N2CC(C2)OCC2=CC=C(C=C2)C(F)(F)F)C1 (6-(3-cyclopropyl-1H-1,2,4-triazol-1-yl)-2-azaspiro[3.3]heptan-2-yl)(3-((4-(trifluoromethyl)benzyl)oxy)azetidin-1-yl)methanone